2-methyl-4-isothiocyanato-((4-E-(1-pentenyl)phenyl)ethynyl)benzene CC1=C(C=CC(=C1)N=C=S)C#CC1=C(C=CC=C1)C=CCCC